3-(2-((tert-butyldimethylsilyl)oxy)ethyl)imidazolidine-2,4-dione [Si](C)(C)(C(C)(C)C)OCCN1C(NCC1=O)=O